C(C)(C)(C)OC(=O)N1CC2(C1)CCN(CC2)C=2C1=C(N=CN2)C=CC(=N1)C=1C=NC(=C(C1)NS(=O)(=O)C1=C(C=CC=C1F)F)OC 7-(6-(5-((2,6-difluorophenyl)sulfonamido)-6-methoxypyridin-3-yl)pyrido[3,2-d]pyrimidin-4-yl)-2,7-diazaspiro[3.5]nonane-2-carboxylic acid tert-butyl ester